C1(=NC=CC=2NC=3C=CC=CC3C21)C(=O)O.ClC2=C(C=C(OCC(=O)NC13C[C@@H](C(CC1)(CC3)NC)O)C=C2)F 2-(4-chloro-3-fluorophenoxy)-N-[(3S)-3-hydroxy-4-(methylamino)bicyclo[2.2.2]octan-1-yl]acetamide pyrido[4,3-b]indole-1-carboxylate